7-((4-(2-chloro-6-(methylcarbamoyl)pyridin-3-yl)piperazin-1-yl)methyl)-3,8-difluoropyrazolo[1,5-a]quinoxalin-4(5H)-one ClC1=NC(=CC=C1N1CCN(CC1)CC=1C=C2NC(C=3N(C2=CC1F)N=CC3F)=O)C(NC)=O